1-methyl-pyrrolidin-2-on CN1C(CCC1)=O